C(C)N1C(C=CC2=CC=C(C(=C12)CCNC[C@H]1CN(C(O1)=O)C1=NC2=C(OCC(N2)=O)N=C1)F)=O (S)-6-(5-(((2-(1-Ethyl-7-fluoro-2-oxo-1,2-dihydroquinolin-8-yl)ethyl)amino)methyl)-2-oxooxazolidin-3-yl)-2H-pyrazino[2,3-b][1,4]oxazin-3(4H)-one